C(#N)C1=CC=C(C=C1)NC1=C(C(=NN1)C1=CC=C(C=C1)NC(=O)NC1=CC=C(C=C1)OC(F)(F)F)C(=O)N 5-((4-cyanophenyl)amino)-3-(4-(3-(4-(trifluoromethoxy)phenyl)ureido)phenyl)-1H-pyrazole-4-carboxamide